tert-Butyl-3-(2-(benzyloxy)-4-bromo-5-methoxyphenyl)-3-hydroxyazetidine-1-carboxylate C(C)(C)(C)OC(=O)N1CC(C1)(O)C1=C(C=C(C(=C1)OC)Br)OCC1=CC=CC=C1